ethyl (1R,5S,6S,7S)-7-((2-(5-fluoro-1-tosyl-1H-pyrrolo[2,3-b]pyridin-3-yl)-7-(methoxymethyl)pyrrolo[2,1-f][1,2,4]triazin-4-yl)amino)tricyclo[3.2.2.02,4]nonane-6-carboxylate FC=1C=C2C(=NC1)N(C=C2C2=NN1C(C(=N2)N[C@@H]2[C@H]([C@@H]3C4CC4[C@H]2CC3)C(=O)OCC)=CC=C1COC)S(=O)(=O)C1=CC=C(C)C=C1